C(C)(C)(CC)NCCCCCCCCCN N-(tert-amyl)nonane-1,9-diamine